3-((4-iodophenyl)methyl)tetrahydrofuran-2,5-dione IC1=CC=C(C=C1)CC1C(OC(C1)=O)=O